6-bromo-3,3-dimethylisoindol-1-one BrC1=CC=C2C(NC(C2=C1)=O)(C)C